C1(=C(C(=C(C(=C1[2H])[2H])[2H])[2H])C=1C2=C(C(=C(C(=C2C(=C2C(=C(C(=C(C12)[2H])[2H])[2H])[2H])Br)[2H])[2H])[2H])[2H])C1=C(C(=C(C(=C1[2H])[2H])[2H])[2H])[2H] 9-([1,1'-biphenyl]-2-yl-d9)-10-bromoanthracene-1,2,3,4,5,6,7,8-d8